FC(C)(F)C=1C(=CC=CC1)F 3-(1,1-difluoroethyl)-2-fluorobenzene